ClC1=C(OCC(=O)O)C=CC(=C1)Cl (2,4-dichlorophenoxy)acetic acid